butyl (S)-4-(allyl(2-((tert-butoxycarbonyl)amino)-6-fluorophenyl)amino)-2-((tert-butoxycarbonyl)amino)butanoate C(C=C)N(CC[C@@H](C(=O)OCCCC)NC(=O)OC(C)(C)C)C1=C(C=CC=C1F)NC(=O)OC(C)(C)C